C(C)[C@]1(NC(N(C(C1)=O)[C@@H]1CCOC2=CC=C(C=C12)C(=O)NC1C(COC2=CC=CC(=C12)F)(C)O)=N)C (4R)-4-[(4R)-4-ethyl-2-imino-4-methyl-6-oxo-hexahydropyrimidin-1-yl]-N-(5-fluoro-3-hydroxy-3-methyl-chroman-4-yl)chromane-6-carboxamide